tert-butyl N-[5-ethylsulfonyl-6-[3-methyl-6-(trifluoromethyl) imidazo[4,5-c]pyridin-2-yl]-3-pyridyl]-N-methylcarbamate C(C)S(=O)(=O)C=1C=C(C=NC1C1=NC2=C(C=NC(=C2)C(F)(F)F)N1C)N(C(OC(C)(C)C)=O)C